CC(CCCO)([SiH2]CCC[Si](C)(C)C)C 3-[dimethyl-[3-(trimethylsilyl)propyl]silylmethyl]propanol